C(#N)CCCS(=O)(=O)N1C2CN(CC1CC2)C2=C1C(=NC(=C2)NC(=O)C2CC2)NC=C1 N-(4-(8-((3-cyanopropyl)sulfonyl)-3,8-diazabicyclo[3.2.1]oct-3-yl)-1H-pyrrolo[2,3-b]pyridin-6-yl)cyclopropylcarboxamide